1,3-bis(2,6-di-isopropylphenyl)imidazol-2-yl-1,4-naphthoquinone C(C)(C)C1=C(C(=CC=C1)C(C)C)N1C(N(C=C1)C1=C(C=CC=C1C(C)C)C(C)C)C=1C(C2=CC=CC=C2C(C1)=O)=O